methyl 2-((1r,3r)-3-(4-(tert-butoxycarbonyl) piperazin-1-yl) cyclobutyl)-5-nitro-2H-indazole-6-carboxylate C(C)(C)(C)OC(=O)N1CCN(CC1)C1CC(C1)N1N=C2C=C(C(=CC2=C1)[N+](=O)[O-])C(=O)OC